2-[2-(dimethylamino)-3-ethyl-phenyl]propionic acid CN(C1=C(C=CC=C1CC)C(C(=O)O)C)C